C(OC=CC)([O-])=S propenyl thiocarbonate